ClC=1N=C(C2=C(N1)C(=CS2)N2C(=NN=C2C)C)N2[C@@H](COCC2)C (R)-4-(2-chloro-7-(3,5-dimethyl-4H-1,2,4-triazole-4-yl)thieno[3,2-d]Pyrimidin-4-yl)-3-methylmorpholine